N(C#N)[S@@](=NC(CC1=C(C(=C(C=C1C(C)C)C#N)F)C(C)C)=O)(=O)C1=CN=C(S1)[C@](CO)(C)O N-((R)-cyanamido(2-((R)-1,2-dihydroxypropan-2-yl)thiazol-5-yl)(oxo)-λ6-sulfaneylidene)-2-(4-cyano-3-fluoro-2,6-diisopropylphenyl)acetamide